OC(CCCCCCCCCCCCCC(=O)O)CCC(CC=CC)O 15,18-Dihydroxy-docos-20-enoic acid